COC(=O)C=1C=C(N(N1)COCC[Si](C)(C)C)B(O)O [5-methoxycarbonyl-2-(2-trimethylsilylethoxymethyl)pyrazol-3-yl]boronic acid